C1=CN(C(=O)N=C1N)[C@H]2[C@@H]([C@@H]([C@H](O2)COP(=O)([O-])OP(=O)([O-])OC[C@@H]3C(=C([C@H]4[C@@H](O3)NC5=C(N4)C(=O)NC(=N5)N)[S-])[S-])O)O.[O-][Mo]=O.[Se-] The molecule is an organophosphate oxoanion obtained by deprotonation of the diphosphate OH groups of Mo(VI)-oxido Se-molybdopterin cytosine dinucleotide(2-). It is an organophosphate oxoanion and a Mo-molybdopterin cofactor.